C(C)C1=C(C=CC=C1)C(C(C)(C)O)S[C@@H]1O[C@@H]([C@@H]([C@@H]([C@H]1O)N1N=NC(=C1)C1=CC(=C(C(=C1)F)F)F)O)CO (2S,3R,4S,5R,6R)-2-((1-(2-ethylphenyl)-2-hydroxy-2-methylpropyl)thio)-6-(hydroxymethyl)-4-(4-(3,4,5-trifluorophenyl)-1H-1,2,3-triazol-1-yl)tetrahydro-2H-pyran-3,5-diol